C(CC)(=O)ONC1=C2C(=NC=C1[N+](=O)[O-])N(C=C2)S(=O)(=O)C2=CC=CC=C2 ((5-nitro-1-(benzenesulfonyl)-1H-pyrrolo[2,3-b]pyridin-4-yl)amino) propionate